(4-((1H-indazol-5-yl)ethynyl)-[2,4'-bipyrimidinyl]-2'-yl)-5,6,7,8-tetrahydro-[1,2,4]triazolo[4,3-a]pyrazine N1N=CC2=CC(=CC=C12)C#CC1=NC(=NC=C1)C1=NC(=NC=C1)C1=NN=C2N1CCNC2